NC1=C2CC(N(C2=CC=C1)C1C(NC(CC1)=O)=O)=O 3-(4-amino-2-oxoindolin-1-yl)piperidine-2,6-dione